tris(buta-1,3-dien-1-yl)stibane C(=CC=C)[Sb](C=CC=C)C=CC=C